Hydroxy-hydrocinnamate OC(C(=O)[O-])CC1=CC=CC=C1